tert-butyl N-[2-[2-[5-(bromomethyl)-2,4-difluoro-phenyl]phenoxy]ethyl]carbamate BrCC=1C(=CC(=C(C1)C1=C(OCCNC(OC(C)(C)C)=O)C=CC=C1)F)F